N(=[N+]=[N-])CCOCCOCCOC(C)=O 11-azido-3,6,9-trioxaundecanon